5-methyl-4-((7-methyl-8-oxo-9-(tetrahydro-2H-pyran-4-yl)-8,9-dihydro-7H-purin-2-yl)amino)-2-(trifluoromethyl)benzamide CC=1C(=CC(=C(C(=O)N)C1)C(F)(F)F)NC1=NC=C2N(C(N(C2=N1)C1CCOCC1)=O)C